3-[4-(3-piperazin-1-ylpropyl)anilino]piperidine-2,6-dione hydrochloride Cl.N1(CCNCC1)CCCC1=CC=C(NC2C(NC(CC2)=O)=O)C=C1